5-(((1r,3r)-3-((tert-butyldimethylsilyl)oxy)cyclobutyl)methoxy)-1,3,4-thiadiazol-2-amine [Si](C)(C)(C(C)(C)C)OC1CC(C1)COC1=NN=C(S1)N